8-(4-(difluoromethyl)-3-methoxyphenyl)-9-(4-((1-(3-fluoropropyl)azetidin-3-ylidene)methyl)phenyl)-6,7-dihydro-5H-benzo[7]annulene-3-carboxylic acid FC(C1=C(C=C(C=C1)C=1CCCC2=C(C1C1=CC=C(C=C1)C=C1CN(C1)CCCF)C=CC(=C2)C(=O)O)OC)F